OC1CN(CCC1C1N2C(C3=CC=CC=C13)=CN=C2)C(C)=O 1-(3-hydroxy-4-(5H-imidazolo[5,1-a]isoindol-5-yl)piperidin-1-yl)ethan-1-one